NC1=NC=C(C(=N1)C(F)F)C1=NC(=NC(=N1)N1CCOCC1)N1CCN(CC1)C(COCC1CCN(CC1)C(=O)\C(\C#N)=C/C1CC1)=O (Z)-2-(4-((2-(4-(4-(2-amino-4-(difluoromethyl)pyrimidin-5-yl)-6-morpholino-1,3,5-triazin-2-yl)piperazin-1-yl)-2-oxoethoxy)methyl)piperidine-1-carbonyl)-3-cyclopropylacrylonitrile